ClC1=NC(=CC=C1N)Cl 2,6-dichloro-3-pyridylamine